(biphenyl-4-yl)-9,9-dimethyl-N-(4-(9-phenyl-9H-carbazol-3-yl)phenyl)-9H-fluoren-2-amine C1(=CC=C(C=C1)C1=C(C=CC=2C3=CC=CC=C3C(C12)(C)C)NC1=CC=C(C=C1)C=1C=CC=2N(C3=CC=CC=C3C2C1)C1=CC=CC=C1)C1=CC=CC=C1